(2,2,2-trifluoroethyl)-1H-indazole-3-carboxamide FC(CN1N=C(C2=CC=CC=C12)C(=O)N)(F)F